6-((3-((benzyloxy)methyl)oxetan-3-yl)methoxy)-5-(pyrrolidin-1-yl)picolinic acid C(C1=CC=CC=C1)OCC1(COC1)COC1=C(C=CC(=N1)C(=O)O)N1CCCC1